dimethyltritylmethane tetraisocyanate [N-]=C=O.[N-]=C=O.[N-]=C=O.[N-]=C=O.CC(C(C1=CC=CC=C1)(C1=CC=CC=C1)C1=CC=CC=C1)C